tert-butyl (2R,6S)-4-(1-((7-methoxy-2-methyl-[1,2,4]triazolo[1,5-a]pyridin-6-yl)carbamoyl)-2,3-dihydro-1H-pyrrolo[2,3-b]pyridin-4-yl)-2,6-dimethylpiperazine-1-carboxylate COC1=CC=2N(C=C1NC(=O)N1CCC=3C1=NC=CC3N3C[C@H](N([C@H](C3)C)C(=O)OC(C)(C)C)C)N=C(N2)C